BrC1=CC(=CC=2N=C(OC21)N2CC1N(C(C2)C1)C(=O)OC(C)(C)C)S(=O)C tert-Butyl 3-(7-bromo-5-(methylsulfinyl)benzo[d]oxazol-2-yl)-3,6-diazabicyclo[3.1.1]heptane-6-carboxylate